bromovinyluracil C1=C(C(=O)NC(=O)N1)/C=C/Br